tert-butyl (2-formylbenzofuran-3-yl)carbamate C(=O)C=1OC2=C(C1NC(OC(C)(C)C)=O)C=CC=C2